N1C(CC(C12CC=CC2)=O)=O 1-azaspiro[4.4]nonane-7-ene-2,4-dione